1,2-dicyclobutylethane C1(CCC1)CCC1CCC1